ClC=1C=C(C=C(C1)C(F)(F)F)[C@@H]1NC[C@H](CC1)C |r| rac-(2R,5S)-2-(3-chloro-5-(trifluoromethyl)phenyl)-5-methylpiperidine